(4'-amino-5'-methyl-3-(neopentyloxy)spiro[chromeno[2,3-c]pyridine-5,2'-imidazol]-7-yl)-5-(trifluoromethyl)pyridine-2-carboxamide NC1=NC2(N=C1C)C1=CC(=CC=C1OC=1C=NC(=CC12)OCC(C)(C)C)C=1C(=NC=C(C1)C(F)(F)F)C(=O)N